C(C)O[Si](OCC)(OCC)CCCSSCCC[Si](OCC)(OCC)OCC bis[(triethoxysilyl)-propyl] disulfide